C([C@H]([C@@H]([C@@H]([C@H](CO)O)O)O)O)O (2R,3S,4R,5S)-hexane-1,2,3,4,5,6-hexol